C(#N)C1CCN(CC12CC2)C(=O)OC(C)(C)C tert-butyl 8-cyano-5-azaspiro[2.5]octane-5-carboxylate